(2R,3S,4S,5R)-3-(3,4-difluoro-2-methoxyphenyl)-N-(2-(2-hydroxy-2-(1-hydroxycyclopropyl)ethoxy)pyridin-4-yl)-4,5-dimethyl-5-(trifluoromethyl)tetrahydrofuran-2-carboxamide FC=1C(=C(C=CC1F)[C@H]1[C@@H](O[C@]([C@H]1C)(C(F)(F)F)C)C(=O)NC1=CC(=NC=C1)OCC(C1(CC1)O)O)OC